tert-butyl N-{5-chloro-3-cyclopropylfuro[3,2-b]pyridin-7-yl}-N-(thiophen-2-ylmethyl)carbamate ClC1=CC(=C2C(=N1)C(=CO2)C2CC2)N(C(OC(C)(C)C)=O)CC=2SC=CC2